ClC=1C=C(C=CC1C)C=1C=C2CC([C@H](C2=CC1)NC(O[C@@H]1CN2CCC1CC2)=O)(C)C (S)-quinuclidin-3-yl ((R)-5-(3-chloro-4-methylphenyl)-2,2-dimethyl-2,3-dihydro-1H-inden-1-yl)carbamate